tert-Butyl (2S,5R)-5-{[5-(2,6-dichlorophenyl)-1-trityl-1H-indazol-3-yl]carbamoyl}-2-methylpiperidine-1-carboxylate ClC1=C(C(=CC=C1)Cl)C=1C=C2C(=NN(C2=CC1)C(C1=CC=CC=C1)(C1=CC=CC=C1)C1=CC=CC=C1)NC(=O)[C@@H]1CC[C@@H](N(C1)C(=O)OC(C)(C)C)C